(1R,2R)-3-amino-1-(3-fluorophenyl)-1-(4-fluorophenyl)propan-2-ol NC[C@@H]([C@H](C1=CC=C(C=C1)F)C1=CC(=CC=C1)F)O